tert-butyl N-[(3R)-7-(5-tert-butyl-1,3,4-thiadiazol-2-yl)-5-[(4-chlorophenyl)methyl]-8-fluoro-1,1,4-trioxo-2,3-dihydro-1λ6,5-benzothiazepin-3-yl]carbamate C(C)(C)(C)C1=NN=C(S1)C=1C(=CC2=C(N(C([C@H](CS2(=O)=O)NC(OC(C)(C)C)=O)=O)CC2=CC=C(C=C2)Cl)C1)F